4-(2-(3,5-difluoropyridin-2-yl)-4,5,6,7-tetrahydropyrazolo[1,5-a]pyridin-3-yl)-6-methyl-1-((2-(trimethylsilyl)ethoxy)methyl)-1H-pyrazolo[3,4-b]pyridine FC=1C(=NC=C(C1)F)C1=NN2C(CCCC2)=C1C1=C2C(=NC(=C1)C)N(N=C2)COCC[Si](C)(C)C